C(CCCCCCCCCCC)OC(CCCCCNCCCN(CCCCCC(=O)[O-])CCCCCC(=O)OCCCCCCCCCCCCCCCCCCCCCC)=C=O docosyl 6,6'-((3-((6-(dodecyloxy)-6-carbonylhexyl)amino)propyl)azanediyl)dihexanoate